ClC1=CC=C(C=C1)C=1N=CN(C1C1=CC=NC=C1)CC(=O)O 2-[4-(4-chlorophenyl)-5-(pyridin-4-yl)-1H-imidazol-1-yl]acetic acid